FC=1C=C(C=C2C(=CC=NC12)C(C)(C)O)C1=NC(=NC=C1F)NC1=NC=C(C=C1)C1CCNCC1 2-(8-Fluoro-6-(5-fluoro-2-((5-(piperidin-4-yl)pyridin-2-yl)amino)pyrimidin-4-yl)quinolin-4-yl)propan-2-ol